(2S)-2-((4S)-2-oxo-4-propyl-3-benzenesulfonylpyrrolidin-1-yl)butyric acid O=C1N(C[C@@H](C1S(=O)(=O)C1=CC=CC=C1)CCC)[C@H](C(=O)O)CC